9-(5-(difluoromethyl)-1,3,4-thiadiazol-2-yl)-N-(1-(fluoromethyl)cyclopropyl)-5-(4-(1-methylcyclopropylcarbonyl)piperazin-1-yl)-9H-benzo[d]imidazo[1,2-a]imidazole-7-sulfonamide FC(C1=NN=C(S1)N1C=2N(C3=C1C=C(C=C3N3CCN(CC3)C(=O)C3(CC3)C)S(=O)(=O)NC3(CC3)CF)C=CN2)F